3-(3,5-dimethyl-1-(3-methyl-[1,2,4]triazolo[4,3-b]pyridazin-6-yl)-1H-pyrazol-4-yl)propionic acid CC1=NN(C(=C1CCC(=O)O)C)C=1C=CC=2N(N1)C(=NN2)C